1-(4-bromo-2-chlorophenyl)-3-(4-((4-methylpiperazin-1-yl)methyl)-3-(trifluoromethyl)phenyl)urea BrC1=CC(=C(C=C1)NC(=O)NC1=CC(=C(C=C1)CN1CCN(CC1)C)C(F)(F)F)Cl